ClC1=C(C=CC=C1C)C 2-chloro-1,3-xylene